3-(6-((methyl(6-(piperidin-1-yl)hexyl)amino)methyl)-2-oxobenzo[cd]indol-1(2H)-yl)piperidine-2,6-dione CN(CCCCCCN1CCCCC1)CC=1C=2C3=C(C(N(C3=CC1)C1C(NC(CC1)=O)=O)=O)C=CC2